C(C)(=O)N1C(/C(/NC(C1)=O)=C/C=1N(CNC1C(C)(C)C)Cl)=O (Z)-1-acetyl-3-((5-(tert-butyl)-3-chloro-1H-imidazol-4-yl)methylene)piperazine-2,5-dione